OCC1(CCCCC1)NC=1N=CC2=C(N1)N(C(C(=C2)CC2=C(C=CC=C2)C)=O)C 2-{[1-(hydroxymethyl)cyclohexyl]amino}-6-(2-methylbenzyl)-8-methylpyrido[2,3-d]pyrimidin-7(8H)-one